FC1=C(C(=CC=C1NS(=O)(=O)C=1C(=NC=C(C1)F)C)F)C=1C=CC=2N(C1)C=NC2C(=O)O 6-[2,6-difluoro-3-(5-fluoro-2-methylpyridine-3-sulfonamido)phenyl]imidazo[1,5-a]pyridine-1-carboxylic acid